COC1=CC=C(C=N1)CN1C2CN(CC1C2)C=2N=CC=NC2 5-(6-((6-methoxypyridin-3-yl)methyl)-3,6-diazabicyclo[3.1.1]heptane-3-yl)pyrazine